3-[(cyclooctylamino)methyl]-1-({3,4-difluoro-2-[(2-fluoro-4-iodophenyl)amino]phenyl}carbonyl)azetidin-3-ol C1(CCCCCCC1)NCC1(CN(C1)C(=O)C1=C(C(=C(C=C1)F)F)NC1=C(C=C(C=C1)I)F)O